FC1(C(N(C2=C(O1)C=C(C(=C2)C2=C(C(=C(C(=C2F)C)F)F)F)F)CC(=O)O)=O)F (2,2,7-trifluoro-3-oxo-6-(2,3,4,6-tetrafluoro-5-methylphenyl)-2,3-dihydro-4H-benzo[b][1,4]oxazin-4-yl)acetic acid